pentaerythritol tetra-valerate C(CCCC)(=O)OCC(COC(CCCC)=O)(COC(CCCC)=O)COC(CCCC)=O